C12CN(CC(N1)C2)C(=O)N 3,6-diazabicyclo[3.1.1]heptane-3-carboxamide